2,6-naphthyridine-2(1H)-carboxylate C1N(C=CC2=CN=CC=C12)C(=O)[O-]